4-(4-amino-2-{4-[(2-fluoroacrylamino)]phenyl}-1-methyl-7-[3-methyl-3-(methylsulfonyl)but-1-ynyl]pyrrolo[3,2-c]pyridin-3-yl)-N-[(fluorocyclopropyl)methyl]-2-methoxybenzamide NC1=NC=C(C2=C1C(=C(N2C)C2=CC=C(C=C2)NC(=O)C(=C)F)C2=CC(=C(C(=O)NCC1(CC1)F)C=C2)OC)C#CC(C)(S(=O)(=O)C)C